N1N=CC(=C1)C1=CC=C(CC2(NC(=NC=3N2N=CC3C(C)C)NC3CCOCC3)N)C=C1 4-(4-(1H-pyrazol-4-yl)benzyl)-8-isopropyl-N2-(tetrahydro-2H-pyran-4-yl)pyrazolo[1,5-a][1,3,5]triazine-2,4-diamine